C(C)(C)(C)C1=CC=C(C=C1)S(=O)(=O)NC1=NC(=NC(=C1OC1=C(C=CC=C1)C)OCCO)C1=NC=CC=N1 4-tert-butyl-N-[6-(2-hydroxy-ethoxy)-5-(2-methyl-phenoxy)-[2,2']bipyrimidin-4-yl]benzenesulfonamide